CC(CC#N)(CC#C)C 2,2-dimethylpent-4-yn-carbonitrile